OC(=O)C(F)(F)F.C[C@@H]1CN(C[C@@H](N1)C)C1=C2C(=NC=C1)N(CC2)C(=O)NC=2C=C(C=1N(C2)C=C(N1)C)F 4-((3R,5S)-3,5-dimethylpiperazin-1-yl)-N-(8-fluoro-2-methylimidazo[1,2-a]pyridin-6-yl)-2,3-dihydro-1H-pyrrolo[2,3-b]pyridine-1-carboxamide TFA salt